(E)-3-(6-chloro-5-(naphthalen-1-ylmethoxy)-1H-indol-3-yl)-2-cyanoacrylamide ClC1=C(C=C2C(=CNC2=C1)/C=C(/C(=O)N)\C#N)OCC1=CC=CC2=CC=CC=C12